1-(4-sulfophenyl)-3-methyl-5-pyrazolone S(=O)(=O)(O)C1=CC=C(C=C1)N1N=C(CC1=O)C